ethyl 7-chloro-8-ethoxy-5-methyl-2,3,4,5-tetrahydrobenzo[b][1,4]oxazepine-9-carboxylate ClC1=CC2=C(OCCCN2C)C(=C1OCC)C(=O)OCC